4-amino-5-cyano-6-(4-methylsulfonylphenyl)-pyridine-2-carboxylic acid methyl ester COC(=O)C1=NC(=C(C(=C1)N)C#N)C1=CC=C(C=C1)S(=O)(=O)C